5-(1-(2-(benzyloxy)ethoxy)ethyl)-1H-pyrazole C(C1=CC=CC=C1)OCCOC(C)C1=CC=NN1